aluminum-molybdenum-lanthanum [La].[Mo].[Al]